ClC1=CC=C(C=C1)C1=CC=CNN1CC=1C(=NC=CC1)N1C(COCC1)C 6-(4-chlorophenyl)-N-[[2-(3-methylmorpholin-4-yl)-3-pyridyl]methyl]pyridazine